FC1=C(C=C2NC(C(=NC2=C1F)C)=O)CN1CCN(CC1)C=1C=CC(=NC1C)C(=O)NCC1COC1 5-(4-((7,8-difluoro-2-methyl-3-oxo-3,4-dihydroquinoxalin-6-yl)methyl)piperazin-1-yl)-6-methyl-N-(oxetan-3-ylmethyl)picolinamide